1-(5-(isoquinolin-7-yl)-1-ethyl-1H-pyrazol-3-yl)-3-(3-methyl-3,4-dihydro-2H-benzo[e][1,3]oxazin-7-yl)urea C1=NC=CC2=CC=C(C=C12)C1=CC(=NN1CC)NC(=O)NC1=CC2=C(CN(CO2)C)C=C1